C(C(C)C)C1=C(C=CC=C1)[C@H]1N(CCC1)C(=O)OC(C)(C)C tertbutyl (S)-2-(2-isobutylphenyl)pyrrolidine-1-carboxylate